3-((2,5-dichloropyrimidin-4-yl)oxy)aniline ClC1=NC=C(C(=N1)OC=1C=C(N)C=CC1)Cl